COC1=C(C=CC=C1)NC=1OC(=CN1)C1=CC=CC=C1 N-(2-methoxyphenyl)-5-phenyl-1,3-oxazol-2-amine